2-(2-phenoxyethoxy)-ethanol O(C1=CC=CC=C1)CCOCCO